OCC1CCCC(O1)O 6-(hydroxymethyl)tetrahydro-2H-pyran-2-ol